3,6,9,12,15,18-hexaoxahenicosan-21-amide, Hydrochloride Cl.CCOCCOCCOCCOCCOCCOCCC(=O)N